N-(5-((E)-4-((2R,6S)-2,6-dimethylmorpholinyl)styryl)-8-(methylamino)-2,7-naphthyridin-3-yl)cyclopropanecarboxamide C[C@@H]1CN(C[C@@H](O1)C)C1=CC=C(/C=C/C2=C3C=C(N=CC3=C(N=C2)NC)NC(=O)C2CC2)C=C1